FC=1C=C2C(=NNC2=CC1OCCOC)C1=NOC(=C1)C1=CC=C(C=C1)C(=O)N1CC(C1)N1CCOCC1 (4-{3-[5-Fluoro-6-(2-methoxy-ethoxy)-1H-indazol-3-yl]-isoxazol-5-yl}-phenyl)-(3-morpholin-4-yl-azetidin-1-yl)-methanone